2-Fluoro-5-((6-fluoro-4-(hydroxymethyl)-1H-indol-5-yl)oxy)benzonitrile FC1=C(C#N)C=C(C=C1)OC=1C(=C2C=CNC2=CC1F)CO